3-chloro-5-(2,2,2-trifluoroethoxy)benzonitrile ClC=1C=C(C#N)C=C(C1)OCC(F)(F)F